3-chloro-7-(2-((3aS,4R,6aR)-2,2-dimethyl-4-(4-methyl-7H-pyrrolo[2,3-d]pyrimidin-7-yl)-3a,6a-dihydro-4H-cyclopenta[d][1,3]dioxol-6-yl)ethyl)-5-fluoroquinolin-2-amine ClC=1C(=NC2=CC(=CC(=C2C1)F)CCC1=C[C@H]([C@H]2[C@@H]1OC(O2)(C)C)N2C=CC1=C2N=CN=C1C)N